ClC1=C(C(=CC=C1)F)CC(=O)NC1=CC(=NC=C1)N(C(C)=O)C1=C(C=C(C=C1)F)F N-{4-[2-(2-chloro-6-fluorophenyl)acetamido]pyridin-2-yl}-N-(2,4-difluorophenyl)acetamide